C(C1=CC=CC=C1)(=O)NC=1C(=C(C(=O)NC2=C(C=C(C=C2C)C(C(F)(F)F)(C(F)(F)F)F)Br)C=CC1)F 3-Benzamido-N-(2-bromo-6-methyl-4-(perfluoropropan-2-yl)phenyl)-2-fluorobenzamide